7-Bromo-N-methylquinolin-2-amine BrC1=CC=C2C=CC(=NC2=C1)NC